N1=C(C=CC=C1)C#CC=1C=C(C(=O)NC2=CC=C(C(=O)OCC3CC3)C=C2)C=CC1 CYCLOPROPYLMETHYL 4-(3-(PYRIDIN-2-YLETHYNYL)BENZAMIDO)BENZOATE